FC(CN1N=CC(=C1)S(=O)(=O)N1N=C2C(=C1)CN(C2)C([C@H](O)C2=NC=CC=C2F)=O)F (2R)-1-[2-[1-(2,2-difluoroethyl)pyrazol-4-ylsulfonyl]-4H,6H-pyrrolo[3,4-c]pyrazol-5-yl]-2-(3-fluoropyridin-2-yl)-2-hydroxyethanone